OCC1(OC=2C=C(C=CC2C=2N=C(SC21)NC(=O)C=2C(=NC=NC2OC)OC)C(F)(F)F)CO N-(4,4-bis(hydroxymethyl)-7-(trifluoromethyl)-4H-chromeno[4,3-d]thiazol-2-yl)-4,6-dimethoxypyrimidine-5-carboxamide